2-chloro-6-phenyldibenzo[g,p]chrysene ClC=1C=CC2=C(C=3C4=CC=CC=C4C4=C(C3C=3C=CC(=CC23)C2=CC=CC=C2)C=CC=C4)C1